BrC=1C2=C(N=C(N1)NC)N1C(C=C2)=NCC12CCCC2 bromo-N-methyl-8'H-spiro[cyclopentane-1,9'-imidazo[1',2':1,6]pyrido[2,3-d]pyrimidine]-2'-amine